1-(4-(6-((4-(6-Methyl-imidazo[1,2-a]pyridin-3-yl)pyrimidin-2-yl)amino)pyridin-3-yl)piperazin-1-yl)ethan-1-one CC=1C=CC=2N(C1)C(=CN2)C2=NC(=NC=C2)NC2=CC=C(C=N2)N2CCN(CC2)C(C)=O